tert-butyl (1R,5S,6r)-6-((2-(8-(4-methoxyphenyl)imidazo[1,5-a]pyridin-3-yl)propan-2-yl)carbamoyl)-3-azabicyclo[3.1.1]heptane-3-carboxylate COC1=CC=C(C=C1)C=1C=2N(C=CC1)C(=NC2)C(C)(C)NC(=O)C2[C@H]1CN(C[C@@H]2C1)C(=O)OC(C)(C)C